Hydroxypropan-2-yl (8-amino-7-fluoro-6-(8-methyl-2,3-dihydro-1H-pyrido[2,3-b][1,4]oxazin-7-yl)isoquinolin-3-yl)carbamate NC=1C(=C(C=C2C=C(N=CC12)NC(OC(C)CO)=O)C1=C(C2=C(OCCN2)N=C1)C)F